1-azidomethyl-4-vinylbenzene N(=[N+]=[N-])CC1=CC=C(C=C1)C=C